C(#N)[C@H](CC)NC(C1=CC=C(C=C1)C1=NC(=NC=C1C)NC=1C=NN(C1)C)=O (S)-N-(1-cyanopropyl)-4-(5-methyl-2-((1-methyl-1H-pyrazol-4-yl)amino)pyrimidin-4-yl)benzamide